COC(CC(C[N+](=O)[O-])C1=CC(=CC=C1)Cl)=O 3-(3-chlorophenyl)-4-nitrobutanoic acid methyl ester